OCCOC1=C(C=C(C=C1)C1(C2=CC=CC=C2C=2C=CC=CC12)C1=CC(=C(C=C1)OCCO)CC)CC 9,9-bis[4-(2-hydroxyethoxy)-3-ethylphenyl]fluorene